FC1=C(C(=CC(=C1)OC1CN(C1)CCCF)F)[C@H]1N([C@@H](CC2=C1NC1=CC=CC=C21)C)CC(C)=O 1-[(1R,3R)-1-[2,6-difluoro-4-[1-(3-fluoropropyl)azetidin-3-yl]oxy-phenyl]-3-methyl-1,3,4,9-tetrahydropyrido[3,4-b]indol-2-yl]propan-2-one